4-[[(3R)-1-methyl-3-piperidinyl]methoxy]-3-pyrimidin-5-yl-1H-pyrrolo[2,3-b]pyridine CN1C[C@@H](CCC1)COC1=C2C(=NC=C1)NC=C2C=2C=NC=NC2